N1=CC(=CC=C1NC(=O)C1CN(CC1)C#N)C1=CC=NC=C1 N-([3,4'-bipyridin]-6-yl)-1-cyano-pyrrolidine-3-carboxamide